C(#N)C1=CC=C(C=C1)C1=CC=C(C=C1)OCCCCCCCCCCCC 4'-cyano-4-dodecyloxybiphenyl